C(C)(C)(C)C1CN(CCN1)C=1N=NC(=CN1)C1=CC=C(C=2N=CSC21)C2=CC(=NS2)C 7-[3-(3-tert-butylpiperazin-1-yl)-1,2,4-triazin-6-yl]-4-(3-methyl-1,2-thiazol-5-yl)-1,3-benzothiazole